CN1C=NC2=C(C1=O)C(=NC=C2C2=CC=C(C=C2)C(F)(F)F)NC2CCN(C(C21CC1)=O)C(=O)OC(C)(C)C Tert-butyl 8-((3-methyl-4-oxo-8-(4-(trifluoromethyl) phenyl)-3,4-dihydropyrido[4,3-d]pyrimidin-5-yl) amino)-4-oxo-5-azaspiro[2.5]octane-5-carboxylate